4,7-dimethyl-3-(1H-pyrazol-4-yl)imidazo[1,5-a]quinazolin-5(4H)-one CN1C=2N(C3=CC=C(C=C3C1=O)C)C=NC2C=2C=NNC2